BrC=1C(=CC(=NC1)NC(C1=CN=C(C=C1)C1=C(C=C(C=C1)C1=NOC(=N1)C)C(F)(F)F)=O)OCCN(C)C N-(5-Bromo-4-(2-(dimethylamino)ethoxy)pyridin-2-yl)-6-(4-(5-methyl-1,2,4-oxadiazol-3-yl)-2-(trifluoromethyl)phenyl)nicotinamid